C(C)(C)(C)C=1C=C(C=CC1)C=1C=C(C=CC1OCCO)C1=CC=C(C=C1)N1CCCC1 3''-tert-Butyl-4'-(2-hydroxy-ethoxy)-4-pyrrolidin-1-yl-[1,1':3',1'']-terphenyl